(R)-1-(5-Fluoropyridin-3-yl)-2-((2-methyl-1-(piperidin-4-yl)propan-2-yl)amino)ethan-1-ol FC=1C=C(C=NC1)[C@H](CNC(CC1CCNCC1)(C)C)O